8-allyl-7-fluoro-1,4-dimethylquinolin-2(1H)-one C(C=C)C=1C(=CC=C2C(=CC(N(C12)C)=O)C)F